P(=O)(O)(O)OC1=CC=C(C[C@H](N)C(=O)O)C=C1.[Eu] Europium anti-phosphotyrosine